COC(=O)C=1C=C2CN(CC2=CC1)CC1=CC=CC=C1.C1NCC2=CC(=CC=C12)C(=O)OC Methyl 2,3-dihydro-1H-isoindole-5-carboxylate Methyl-2-benzyl-2,3-dihydro-1H-isoindole-5-carboxylate